4-cyclopropyl-3-(2-methyl-2H-benzo[d][1,2,3]triazol-4-yl)-N-(2-(trifluoromethyl)pyridin-4-yl)isothiazole-5-carboxamide C1(CC1)C=1C(=NSC1C(=O)NC1=CC(=NC=C1)C(F)(F)F)C1=CC=CC2=NN(N=C21)C